(4-bromophenylvinyl)-5-(2-fluoro-6-methoxyphenyl)-1H-pyrazolo[3,4-c]pyridine BrC1=CC=C(C=C1)C=CN1N=CC=2C1=CN=C(C2)C2=C(C=CC=C2OC)F